phthalic acid distearate C(CCCCCCCCCCCCCCCCC)(=O)O.C(CCCCCCCCCCCCCCCCC)(=O)O.C(C=1C(C(=O)O)=CC=CC1)(=O)O